C1(CC1)CC=1N=C2N(C(C1C)=O)C=C(N=C2SC)N2C[C@@H](OCC2)C=2C=NN(C2)C (S)-2-(cyclopropylmethyl)-3-methyl-7-(2-(1-methyl-pyrazol-4-yl)morpholino)-9-(methylthio)-4H-pyrazino[1,2-a]pyrimidin-4-one